4-(2,2-diphenylvinyl)phenyl-3,4,5,6,7,9-hexahydro-1H-xanthene-1,8(2H)-dione C1(=CC=CC=C1)C(=CC1=CC=C(C=C1)C1C(C=2CC=3C(CCCC3OC2CC1)=O)=O)C1=CC=CC=C1